O=C1N(CC2=CC(=CC=C12)N1CCN(CC1)CC1=CC(=CC=C1)S(=O)(=O)N1CCC(CC1)NC1=NC=C(C=N1)C(F)(F)F)C1C(NC(CC1)=O)=O 3-(1-oxo-5-(4-(3-((4-((5-(trifluoromethyl)-pyrimidin-2-yl)amino)piperidin-1-yl)sulfonyl)benzyl)piperazin-1-yl)isoindolin-2-yl)piperidine-2,6-dione